8-((2-methyl-4-(4-(trifluoromethyl)piperidin-1-yl)phenyl)amino)-3,4-dihydrobenzo[f][1,4]oxazepin-5(2H)-one CC1=C(C=CC(=C1)N1CCC(CC1)C(F)(F)F)NC1=CC2=C(C(NCCO2)=O)C=C1